Phosphoranimin [PH3]=N